4-ethylhexene C(C)C(CC=C)CC